5-(2-Fluoro-6-methylphenyl)-3-(4-(4-morpholinopiperidin-1-yl)phenyl)-1H-pyrazolo[4,3-c]pyridazin-6(5H)-on FC1=C(C(=CC=C1)C)N1N=C2C(=CC1=O)NN=C2C2=CC=C(C=C2)N2CCC(CC2)N2CCOCC2